9-fluoro-7-(hydroxymethyl)pyrazolo[1,5-a]quinoxaline-4(5H)-one FC=1C=C(C=C2NC(C=3N(C12)N=CC3)=O)CO